CC1=C(C(=CC=C1)C)C1=NC=2NS(C3=CC=CC(C(N4CC(CC(OC(=C1)N2)C4)C4=CC=CC=C4)=O)=C3)(=O)=O 18-(2,6-dimethylphenyl)-5-phenyl-2-oxa-14λ6-thia-7,15,17,20-tetraazatetracyclo[14.3.1.13,7.19,13]docosa-1(19),9(21),10,12,16(20),17-hexaene-8,14,14-trione